(+)-bis-benzoyl-tartaric acid C(C1=CC=CC=C1)(=O)C(C(C(=O)O)(O)C(C1=CC=CC=C1)=O)(O)C(=O)O